5-hydroxy-indole-acetamide OC=1C=C2C=C(NC2=CC1)CC(=O)N